C(C)(=O)C=1C(OC2=C(C1N1CCOCC1)C=CC(=C2)NC2=NC=CC(=N2)C2=CC1=C(N(N=C1C=C2)C)CCC)=O 3-acetyl-7-((4-(2-methyl-3-propyl-2H-indazol-5-yl)pyrimidin-2-yl)amino)-4-morpholino-2H-benzopyran-2-one